C1(=CC=CC=C1)S(=O)(=O)[C@]12CCN([C@@H]2CCC2=C1C=CC(=C2)OCC2=C(C=CC=C2F)Cl)C(=O)C2CCS(CC2)(=O)=O 4-[(3aR,9bR)-9b-(benzenesulfonyl)-7-[(2-chloro-6-fluorophenyl)methoxy]-1H,2H,3H,3aH,4H,5H,9bH-benzo[e]indole-3-carbonyl]-1λ6-thiane-1,1-dione